BrC1=CC=C(C=C1)C=1NC=2C(=C3C=CC=NC3=C3N=CC=CC23)N1 2-(4-bromophenyl)imidazo[4,5-f]phenanthroline